(18Z)-heptacos-18-en-10-yl-4-(dimethylamino)butanoate CCCCCCCCCC(CCCCCCC\C=C/CCCCCCCC)OC(CCCN(C)C)=O